cholene C[C@H](CC=C)[C@H]1CC[C@@H]2[C@@]1(CC[C@H]3[C@H]2CCC4[C@@]3(CCCC4)C)C